N1N=CC2=CC=C(C=C12)/C=C/C(=O)NC1C(CC2=CC=CC=C12)C (E)-3-(1H-indazol-6-yl)-N-(2-methyl-2,3-dihydro-1H-inden-1-yl)acrylamide